4-(1-iodo-7-(N-(1-methylcyclopropyl)sulfamoyl)imidazo[1,5-a]pyridin-5-yl)-N,N-dimethylpiperazine-1-carboxamide IC=1N=CN2C1C=C(C=C2N2CCN(CC2)C(=O)N(C)C)S(NC2(CC2)C)(=O)=O